CCOC(=O)C1CC(C1)O ethyl (1S,3S)-3-hydroxycyclobutane-1-carboxylate